(1S,4R,5R*)-N-[(3-chlorophenyl)methyl]-2-[5-(5-fluoro-2-methoxypyridin-4-yl)-1H-pyrazole-3-carbonyl]-2-azabicyclo[2.2.1]heptane-5-carboxamide ClC=1C=C(C=CC1)CNC(=O)[C@H]1[C@@H]2CN([C@H](C1)C2)C(=O)C2=NNC(=C2)C2=CC(=NC=C2F)OC |o1:11|